ClC1=C2C(C=3C=CC=C(C3C(C2=CC=C1)=O)NCCC(=O)O)=O 3-((5-chloro-9,10-dioxo-9,10-dihydroanthracen-1-yl)amino)propanoic acid